β,3,4-trihydroxyphenethylamine OC(CN)C1=CC(=C(C=C1)O)O